C12(C(C1)C(=O)N)COC1=C2C=CC=C1 2H-spiro[1-benzofuran-3,1'-cyclopropane]-2'-carboxamide